NC1=NC=CC(=C1Cl)SC=1N=CC(=NC1N(C)C)N1CCC2(CC1)[C@@H](C=1C(=NC=CC1)C2)N (S)-1'-(5-((2-amino-3-chloropyridin-4-yl)thio)-6-(dimethyl-amino)pyrazin-2-yl)-5,7-dihydrospiro[cyclopenta[b]pyridine-6,4'-piperidin]-5-amine